COC(=O)C=1C=C2NC(C(=NC2=C(C1)OC(F)F)C)=O 8-(difluoromethoxy)-2-methyl-3-oxo-3,4-dihydroquinoxaline-6-carboxylic acid methyl ester